O=C1N(C(C2=CC=CC=C12)=O)CCC(C)S(=O)(=O)O 4-(1,3-dioxoisoindolin-2-yl)butane-2-sulphonic acid